[Al].[N+](=O)([O-])N(O)C1=CC=CC=C1 N-nitrophenylhydroxylamine aluminum salt